C(C)(C)(C)OC(N(CC1=NC=C(C(=C1C)OC)C)C1=CC(=CC(=C1)C)N1CC(OC(C1)C)C)=O (3-(2,6-Dimethylmorpholino)-5-methylphenyl)((4-methoxy-3,5-dimethylpyridin-2-yl)methyl)-carbamic acid tert-butyl ester